Ethyl (1-{(S)-2-[(S)-3-isobutyl-2-oxo-1-piperazinyl]-4-methylvaleryl}-4-piperidyl)acetate C(C(C)C)[C@H]1C(N(CCN1)[C@H](C(=O)N1CCC(CC1)CC(=O)OCC)CC(C)C)=O